2-(6-((tertbutoxycarbonyl)amino)-4-methyl-5-oxo-5,6,7,8-tetrahydro-4H-pyrazolo[1,5-a][1,3]diazepin-2-yl)ethyl methanesulfonate CS(=O)(=O)OCCC1=NN2C(N(C(C(CC2)NC(=O)OC(C)(C)C)=O)C)=C1